1-Chloro-2,3-dihydro-1H-indene-5-carboxylate ClC1CCC2=CC(=CC=C12)C(=O)[O-]